ClC=1NC(C2=C(N1)C(=C(N=C2OC[C@H]2NCCCC2)Cl)F)=O (S)-2,7-Dichloro-8-fluoro-5-(piperidin-2-ylmethoxy)pyrido[4,3-d]pyrimidin-4(3H)-one